3-methyl-5-(4,4,5,5-tetramethyl-1,3,2-dioxaborolan-2-yl)-4-(trifluoromethyl)anilineacetic acid 2-((5-aminopyridin-2-yl) amino)-2-oxoethyl ester NC=1C=CC(=NC1)NC(COC(CNC1=CC(=C(C(=C1)B1OC(C(O1)(C)C)(C)C)C(F)(F)F)C)=O)=O